BrCC(C(C)(C)NC(C1=CC=CC=C1)C1=CC=CC=C1)=O 1-bromo-3-[(diphenylmethyl)amino]-3-methylbutan-2-one